5-[2-[(4-fluorophenoxy)methyl]imidazo[1,2-a]pyrimidin-6-yl]pyridin-2-ol tert-Butyl-7-(5-(2-fluorophenyl)-7H-pyrrolo[2,3-d]pyrimidin-4-yl)-4,7-diazaspiro[2.5]octane-4-carboxylate C(C)(C)(C)C1CC12N(CCN(C2)C=2C1=C(N=CN2)NC=C1C1=C(C=CC=C1)F)C(=O)OC1=NC=C(C=C1)C=1C=NC=2N(C1)C=C(N2)COC2=CC=C(C=C2)F